O=C(CC[C@H]1NC(OC1)=O)N1CC(C1)C=1C=NC(=CC1)C1(CC1)C(F)(F)F (4R)-4-[3-Oxo-3-[3-[6-[1-(trifluoro-methyl)cyclopropyl]-3-pyridyl]azetidin-1-yl]propyl]oxazolidin-2-one